C(C)(C)(C)OC(=O)NC1(CCN(CC1)C1=NC=2C(=NC=C(N2)SCCC(=O)OCC(CCCC)CC)N1COCC[Si](C)(C)C)C 2-Ethylhexyl 3-[(2-(4-((tert-butoxycarbonyl)amino)-4-methylpiperidin-1-yl)-1-[(2-(trimethylsilyl)ethoxy)methyl]-1H-imidazo[4,5-b]pyrazin-5-yl)thio]propanoate